CC1=CC2=C(N=CN=C2N2CC=3C=C(C=NC3CC2)N2C3=C(OCC2)N=CC=C3)S1 1-[6-(6-methylthieno[2,3-d]pyrimidin-4-yl)-7,8-dihydro-5H-1,6-naphthyridin-3-yl]-2,3-dihydropyrido[2,3-b][1,4]oxazine